N[C@@H](CO)C(=O)N seryl-amine